[I-].C[N+]1=CC=C(C=C1)C=NNC(=O)C1=NC2=NC(=CC=C2C=C1)C(=O)NN=CC1=CC=[N+](C=C1)C.[I-] N'2,N'7-Bis[(1-methylpyridinium-4-yl)methylene]-1,8-naphthyridine-2,7-dicarbohydrazide iodide